N1(CCCCC1)C(=O)[O-] piperidine-N1-carboxylate